((4-hydroxybutyl)azanediyl)bis(hexane-6,1-diyl) bis(5,5-bis(((Z)-oct-5-en-1-yl)oxy)pentanoate) C(CCC\C=C/CC)OC(CCCC(=O)OCCCCCCN(CCCCCCOC(CCCC(OCCCC\C=C/CC)OCCCC\C=C/CC)=O)CCCCO)OCCCC\C=C/CC